(E)-4-chloro-N-(3-(3-(2,5-dimethoxyphenyl)propenoyl)phenyl)benzenesulfonamide ClC1=CC=C(C=C1)S(=O)(=O)NC1=CC(=CC=C1)C(\C=C\C1=C(C=CC(=C1)OC)OC)=O